N-({4-methyl-2-[6-methyl-3-(2H-1,2,3-triazol-2-yl)pyridine-2-carbonyl]-2-azabicyclo[3.1.1]hept-3-yl}methyl)-1,3-benzothiazol-2-amine CC1C(N(C2CC1C2)C(=O)C2=NC(=CC=C2N2N=CC=N2)C)CNC=2SC1=C(N2)C=CC=C1